(E)-3-(6-aminopyridin-3-yl)-N-((7-(2,4-difluorophenyl)-5-(4-(4,4-difluoropiperidine-1-carbonothioyl)phenyl)benzofuran-2-yl)methyl)acrylamide NC1=CC=C(C=N1)/C=C/C(=O)NCC=1OC2=C(C1)C=C(C=C2C2=C(C=C(C=C2)F)F)C2=CC=C(C=C2)C(=S)N2CCC(CC2)(F)F